COC1=CC2=C(OCCC(N2C)=O)C=C1OC (S)-(7,8-dimethoxy-5-methyl-4-oxo-2,3,4,5-tetrahydrobenzo[b][1,4]oxazepine)